methyl 3-(diethoxymethyl)-8-methoxyquinoline-6-carboxylate C(C)OC(C=1C=NC2=C(C=C(C=C2C1)C(=O)OC)OC)OCC